Fluoroether phenyl-acrylate C1(=CC=CC=C1)OC(C=C)=O.FOF